CN(CC#CC(=O)O)C 4-(dimethylamino)-2-butynoic acid